1-oleoyl-2-[12-biotinyl-(aminododecanoyl)]-sn-glycerol C(CCCCCCC\C=C/CCCCCCCC)(=O)OC[C@@H](OC(CCCCCCCCCCC(C(CCCC[C@@H]1SC[C@@H]2NC(=O)N[C@H]12)=O)N)=O)CO